4-((methoxymethoxy) carbonyl)-2,3,5,6-tetramethylphenyl 4-(benzyloxy)-6-methyl-1H-indene-7-carboxylate C(C1=CC=CC=C1)OC1=C2C=CCC2=C(C(=C1)C)C(=O)OC1=C(C(=C(C(=C1C)C)C(=O)OCOC)C)C